isopropyl (S)-6-diazo-2-(2-(ethylsulfonyl) acetamido)-5-oxohexanoate [N+](=[N-])=CC(CC[C@@H](C(=O)OC(C)C)NC(CS(=O)(=O)CC)=O)=O